7-phenoxy-3,4-dihydro-2H-1-benzopyran-4-one O(C1=CC=CC=C1)C1=CC2=C(C(CCO2)=O)C=C1